CC(C)(CCC(C)(OOC(C)(C)CC)C)OOC(C)(C)CC 2,5-dimethyl-2,5-di(t-pentylperoxy)hexane